ClC=1C(=NC(=NC1)NC1CCN(CC1)S(=O)(=O)C=1N=CN(C1)C)C=1C=NN(C1)C1=C(C=C(C=C1)CN1CCN(CC1)C(C)C)C 5-Chloro-4-(1-(4-((4-isopropylpiperazin-1-yl)methyl)-2-methylphenyl)-1H-pyrazol-4-yl)-N-(1-((1-methyl-1H-imidazol-4-yl)sulfonyl)piperidin-4-yl)pyrimidin-2-amine